ClC=1C=C(CCNC[C@H](CNC2=CC=C(C=C2)N(S(=O)(=O)C)C)O)C=CC1 (R)-N-(4-((3-((3-chlorophenethyl)amino)-2-hydroxypropyl)amino)phenyl)-N-methylmethanesulfonamide